ClC1=C(C(=CC=C1)Cl)C=1N=C2C=3C=C(C=NC3C=CN2C1CCO)C=1C=NN(C1)C1CCN(CC1)C 2-(2-(2,6-Dichlorophenyl)-9-(1-(1-methylpiperidin-4-yl)-1H-pyrazol-4-yl)imidazo[2,1-f][1,6]naphthyridin-3-yl)ethan-1-ol